C(#N)N(C=1SC(=C(N1)C(=O)NCC(C)C)C)C1=CC(=NC(=C1)F)F 2-[cyano-(2,6-difluoro-4-pyridinyl)amino]-N-isobutyl-5-methyl-thiazole-4-carboxamide